di-n-butyl-tin bis(mono-octyl maleate) C(CCCCCCC)/C(/C(=O)[O-])=C/C(=O)[O-].C(CCCCCCC)/C(/C(=O)[O-])=C/C(=O)[O-].C(CCC)[Sn+4]CCCC